3-fluoro-4-[(2R,6S)-2-methyl-6-[[6-(5-oxa-2,8-diazaspiro[3.5]nonan-2-yl)spiro[1H-isobenzofuran-3,3'-azetidine]-1'-yl]methyl]morpholin-4-yl]pyrazolo[1,5-a]pyridine-7-carbonitrile FC=1C=NN2C1C(=CC=C2C#N)N2C[C@H](O[C@H](C2)CN2CC1(C2)OCC2=CC(=CC=C21)N2CC1(C2)OCCNC1)C